ClC=1N=CC(=NC1)N[C@@H]1C[C@H](CC1)NC1=CC=C(C=N1)N1C(C=CC(=C1)C1=NN=NN1CC1=CC=C(C=C1)OC)=O 6'-(((1S,3S)-3-((5-chloropyrazin-2-yl)amino)cyclopentyl)amino)-5-(1-(4-methoxybenzyl)-1H-tetrazol-5-yl)-2H-[1,3'-bipyridin]-2-one